2,2-bis[(2-oxiranylmethoxy)methyl]-1,3-propanediol O1C(C1)COCC(CO)(CO)COCC1OC1